N,N-dimethyl-N-(2-hydroxypropyl)-allyl-ammonium chloride [Cl-].C[N+](CC(C)O)(C)CC=C